N1CN=CC=C1 1,2-dihydro-pyrimidin